4-[6-[(4-fluorophenyl)methyl]imidazo[1,2-b]pyridazin-3-yl]benzamide FC1=CC=C(C=C1)CC=1C=CC=2N(N1)C(=CN2)C2=CC=C(C(=O)N)C=C2